BrC1=CC=C(C=C1)N1CCN(CC1)C1=CC(N(C=C1)C(C(C)O)CC)=O 4-(4-(4-bromophenyl)piperazin-1-yl)-1-(2-hydroxypentan-3-yl)pyridin-2(1H)-one